(rac)-N-(1-(3-(thiazol-2-yl)pyrazin-2-yl)ethyl)-5-(trifluoromethyl)nicotinamide S1C(=NC=C1)C=1C(=NC=CN1)[C@@H](C)NC(C1=CN=CC(=C1)C(F)(F)F)=O |r|